ethyl 3-[3-[[8-[1-(benzenesulfonyl)-4,6-difluoro-indol-5-yl]oxy-5H-[1,2,4]triazolo[5,1-a]isoindol-2-yl]methyl]-2-fluorophenyl]propanoate C1(=CC=CC=C1)S(=O)(=O)N1C=CC2=C(C(=C(C=C12)F)OC1=CC=C2CN3C(C2=C1)=NC(=N3)CC=3C(=C(C=CC3)CCC(=O)OCC)F)F